sodium sulfonyl chloride salt S(=O)(=O)(Cl)Cl.[Na]